2-(8-(3-(difluoromethoxy)-5-fluorophenyl)-6-(3-(trifluoromethyl)phenylsulfonyl)-4,4a,5,6-tetrahydro-1H-pyrazino[1,2-a]quinoxalin-3(2H)-yl)-N,N-dimethylacetamide FC(OC=1C=C(C=C(C1)F)C=1C=C2N(CC3N(C2=CC1)CCN(C3)CC(=O)N(C)C)S(=O)(=O)C3=CC(=CC=C3)C(F)(F)F)F